2-amino-3,3-difluoro-3-(p-tolyl)propanoic acid NC(C(=O)O)C(C1=CC=C(C=C1)C)(F)F